NC1=NN2C(C=C(C=C2)C=2C(=C(C(=O)[O-])C(=CC2)CC)F)=N1 3-(2-amino-[1,2,4]triazolo[1,5-a]pyridin-7-yl)-6-ethyl-2-fluorobenzoate